FC(C=1C=C(C=C(C1)C(F)(F)F)[C@@H]([C@H](C)N(C(C)C)CC1=C(C=CC(=C1)C(F)(F)F)C1=CC(=C(C=C1OC)C)OCCCC(=O)O)O)(F)F 4-((2'-((((1S,2S)-1-(3,5-bis(trifluoromethyl)phenyl)-1-hydroxypropan-2-yl)(isopropyl)amino)methyl)-6-methoxy-4-methyl-4'-(trifluoromethyl)-[1,1'-biphenyl]-3-yl)oxy)butanoic acid